3-ethyl-2-((S)-1-((R)-6-methyl-1,4-diazepan-1-yl)butyl)pyrido[4,3-d]pyrimidin-4(3H)-one C(C)N1C(=NC2=C(C1=O)C=NC=C2)[C@H](CCC)N2CCNC[C@H](C2)C